(Z)-1-(((1r,4r)-4-aminocyclohexyl)methyl)-3-((3,5-dimethyl-1H-pyrrol-2-yl)methylene)-N-(1-ethynyl-cyclopropyl)-5-fluoro-2-oxoindoline-6-carboxamide hydrochloride Cl.NC1CCC(CC1)CN1C(\C(\C2=CC(=C(C=C12)C(=O)NC1(CC1)C#C)F)=C/C=1NC(=CC1C)C)=O